7-(4-chlorobenzyl)-1-(3-hydroxypropyl)-8-(3-methoxyprop-1-yn-1-yl)-3-methyl-3,7-dihydro-1H-purine-2,6-dione ClC1=CC=C(CN2C(=NC=3N(C(N(C(C23)=O)CCCO)=O)C)C#CCOC)C=C1